CN1N=CC2=CC=C(C(=C12)C1=C2C(=NC(=C1C#N)N1CC3(CN(C3)C(C=C)=O)CC1)C[C@@H](OC2)C)C (7S)-4-(1,6-dimethyl-1H-indazol-7-yl)-7-methyl-2-(2-(2-propenoyl)-2,6-diazaspiro[3.4]octan-6-yl)-7,8-dihydro-5H-pyrano[4,3-b]pyridine-3-carbonitrile